2-[2-(4-bromothiazol-2-yl)sulfanyl-ethyl]malononitrile BrC=1N=C(SC1)SCCC(C#N)C#N